C=1(C(=CC=CC1)OCCCCC(=O)NC1=C(C(=O)NC2=C(C(=O)O)C=CC=C2)C=CC=C1)C1=CC=CC=C1 2-(2-(5-([1,1'-biphenyl]-2-oxy)pentanoylamino)benzoylamino)benzoic acid